COCCOCCOCCOCC(=C)C1=CC(=CC=C1)C(COCCOCCOCCOC)=C 1,3-di(2,5,8,11-tetraoxatetradec-13-en-13-yl)benzene